ClC=1C(=NC(=NC1)NC1CCC(CC1)NC(OC(C)(C)C)=O)C=1C=C(C=CC1)C1=CC=C(C=C1)F 3-trans-tert-butyl (4-((5-chloro-4-(4'-fluoro-[1,1'-biphenyl]-3-yl)pyrimidin-2-yl)amino)cyclohexyl)carbamate